BrC1=CC(=C(C2=C1CCO2)N)Br 4,6-dibromo-2,3-dihydrobenzofuran-7-amine